2'-fluoro-2'-deoxyuridine-5'-monophosphate P(=O)(O)(O)OC[C@@H]1[C@H]([C@H]([C@@H](O1)N1C(=O)NC(=O)C=C1)F)O